S(=O)(=O)(O)O.C(C)N(C#CC)CC N,N-diethyl-propyneamine sulfate